FC1=C2CCN(CC2=CC=C1)C1CCN(CC1)C(=O)OCCCC butyl 4-(5-fluoro-3,4-dihydroisoquinolin-2(1H)-yl)piperidine-1-carboxylate